ClC1=CC(=NC(=C1)NC1=CC(=CC=C1)F)C(=O)NC1=CC(=C(C=C1)C)C 4-chloro-N-(3,4-dimethylphenyl)-6-((3-fluorophenyl)amino)picolinamide